C1CCC2=C(C=3CCCC3C=C12)NC(=O)N=[S@](=O)(N(C)C)C=1SC=C(C1)C(C)(C)O (S)-N'-((1,2,3,5,6,7-hexahydro-s-indacen-4-yl)carbamoyl)-4-(2-hydroxy-propan-2-yl)-N,N-dimethyl-thiophene-2-sulfonimidamide